CC=1C=C(C=CC1C)S(=O)C1=C(C=CC=C1)N1CCNCC1 1-(2-((3,4-dimethylphenyl)sulfinyl)phenyl)piperazine